NC1=NC=CC2=CC=C(C=C12)C=1C=C2C(=NN(C2=CC1)C1CCC1)COC1=C(C=CC=C1C)CC(=O)O 2-(2-((5-(1-aminoisoquinolin-7-yl)-1-cyclobutyl-1H-indazol-3-yl)methoxy)-3-methylphenyl)acetic acid